ONC(=N)C1(CC1)C1=CC=C(C=C1)SC(F)(F)F N-hydroxy-1-(4-((trifluoromethyl)thio)phenyl)cyclopropane-1-carboxamidine